7-amino-2-ethyl-8-(naphthalen-1-ylmethyl)-6-oxo-9-(3-(trifluoromethyl)phenyl)-3,4-dihydro-2H,6H-pyrido[1,2-e][1,2,5]thiadiazine-4-carboxylic acid 1,1-dioxide NC1=C(C(=C2N(C(CN(S2(=O)=O)CC)C(=O)O)C1=O)C1=CC(=CC=C1)C(F)(F)F)CC1=CC=CC2=CC=CC=C12